4-[2-(2,2-difluoroethoxy)ethyl-[4-(5,6,7,8-tetrahydro-1,8-naphthyridin-2-yl)butyl]amino]-2-(diisopropylcarbamoylamino)butanoic acid FC(COCCN(CCC(C(=O)O)NC(N(C(C)C)C(C)C)=O)CCCCC1=NC=2NCCCC2C=C1)F